BrC1=C2CCCN(C2=CC=C1)C1=NC=2N(C3=CC=CC(=C13)F)C(=NN2)C 5-(5-Bromo-3,4-dihydroquinolin-1(2H)-yl)-6-fluoro-1-methyl-[1,2,4]triazolo[4,3-a]quinazoline